2-((2-chloropyridin-3-yl)methyl)-6-mercaptophthalazin-1(2H)-one ClC1=NC=CC=C1CN1C(C2=CC=C(C=C2C=N1)S)=O